C(C)(C)N1N=C(C=C1)C1=CC2=C(N=C(N=C2N[C@@H]2CN(C[C@@H](C2)OC)C(=O)OC(C)(C)C)C=2N(C=CN2)C)S1 tert-Butyl (3S,5R)-3-((6-(1-isopropyl-1H-pyrazol-3-yl)-2-(1-methyl-1H-imidazol-2-yl)thieno[2,3-d]pyrimidin-4-yl)amino)-5-methoxypiperidine-1-carboxylate